C(NC1=CC=CC=C1)(OC(C)(C)C)=O tert-butyl carbanilate